CP(C1=C2N=CC=NC2=CC=C1NC=1C2=C(N=C(N1)NC1=CC(=CC(=C1)C(F)(F)F)N1C=NC(=C1)C)NC=C2)(C)=O dimethyl-(6-((2-((3-(4-methyl-1H-imidazol-1-yl)-5-(trifluoromethyl)phenyl)amino)-7H-pyrrolo[2,3-d]pyrimidin-4-yl)amino)quinoxalin-5-yl)phosphine oxide